C(C(=C([2H])[2H])[2H])(=O)N1[C@H](CN(C[C@H]1C)C1=NC(N2C3=C(C(=C(C=C13)C(F)(F)F)C1=C(C=C(C=C1)F)F)SC[C@@H]2COC)=O)C (3S,10S)-7-((3S,5R)-4-(acryloyl-d3)-3,5-dimethylpiperazin-1-yl)-10-(2,4-difluorophenyl)-3-(methoxymethyl)-9-(trifluoromethyl)-2,3-dihydro-5H-[1,4]thiazino[2,3,4-ij]quinazolin-5-one